(2-((S)-4-(4-fluoropyrazolo[1,5-a]pyridin-2-yl)-1,4,6,7-tetrahydro-5H-imidazo[4,5-c]pyridin-5-yl)pyrimidin-5-yl)(phenyl)methanol FC=1C=2N(C=CC1)N=C(C2)[C@H]2N(CCC1=C2N=CN1)C1=NC=C(C=N1)C(O)C1=CC=CC=C1